C(C)(C)(C)C1=CC=C(OCC(=O)N(C)CC2=CC=3N(C=C2)N=CC3C(=O)N)C=C1 5-((2-(4-(tert-butyl)phenoxy)-N-methylacetamido)methyl)pyrazolo[1,5-a]pyridine-3-carboxamide